CC(C(C(=O)O)C)C(=O)O bismethylsuccinic acid